C(C)(C)NC1=NN2C(C=N1)=C(C=C2)C=2C=NC=1N(C2)C(=CN1)C N-isopropyl-5-(3-methylimidazo[1,2-a]pyrimidin-6-yl)pyrrolo[2,1-f][1,2,4]triazin-2-amine